ClC=1C(=NC(=NC1)NC=1C=CC(=C(C1)NC(C=C)=O)N1CCC(CC1)N1CCN(CC1)C)O[C@H]1[C@@H]2[C@H](OC1)[C@@H](CO2)O N-(5-((5-Chloro-4-(((3R,3aR,6R,6aR)-6-hydroxyhexahydrofuro[3,2-b]furan-3-yl)oxy)pyrimidine-2-yl)amino)-2-(4-(4-methylpiperazin-1-yl)piperidin-1-yl)phenyl)acrylamide